2-[2-[tert-butyl-(phenyl)phosphino]phenyl]-1-N,1-N,3-N,3-N-tetramethylbenzene-1,3-diamine C(C)(C)(C)P(C1=C(C=CC=C1)C1=C(C=CC=C1N(C)C)N(C)C)C1=CC=CC=C1